NCC1=CC=C2N=C(C(=NC2=C1)C1=CC=C(C#N)C=C1)C1=CC=C(C=C1)OC 4-(7-(aminomethyl)-3-(4-methoxyphenyl)quinoxalin-2-yl)benzonitrile